1-fluoroheptadecan-9-yl 8-((4-hydroxybutyl)(8-(nonyloxy)-8-oxooctyl)amino)octanoate OCCCCN(CCCCCCCC(=O)OC(CCCCCCCCF)CCCCCCCC)CCCCCCCC(=O)OCCCCCCCCC